O1CCN(CC1)C(CCN1CCOCC1)=O 1,3-Dimorpholinopropan-1-on